NC1=NN2C(C(N1)=O)=CN=C2C2CCCC2 2-amino-7-cyclopentylimidazo[5,1-f][1,2,4]Triazine-4(3H)-one